hexadeca-8-yne CCCCCCCC#CCCCCCCC